tert-butyl 3-((2-((S)-2-(((benzyloxy)carbonyl)amino)-4-methylpentanoyl)hydrazinyl)methyl)-2-oxo-piperidine-1-carboxylate C(C1=CC=CC=C1)OC(=O)N[C@H](C(=O)NNCC1C(N(CCC1)C(=O)OC(C)(C)C)=O)CC(C)C